N-[2-methoxy-4-(4-methylpiperazin-1-yl)-5-nitrophenyl]-4-(1-methylindol-3-yl)pyrimidin-2-amine COC1=C(C=C(C(=C1)N1CCN(CC1)C)[N+](=O)[O-])NC1=NC=CC(=N1)C1=CN(C2=CC=CC=C12)C